S1C=C(C2=C1C=CC=C2)C2N(CCCC2)C(C(=O)NC=2C=C(C(=NC2)NC(OC(C)(C)C)=O)C)=O.[O].[U] uranium oxygen tert-Butyl N-[5-[[2-[2-(benzothiophen-3-yl)-1-piperidyl]-2-oxo-acetyl]amino]-3-methyl-2-pyridyl]carbamate